C(CCCCCCCCCCC)C(CC=C(C(=O)O)C)CCCCCCCCCCCCCC.C(C(=C)C)(=O)OCC(CCCCCCCCCCCCCC)CCCCCCCCCCCC 2-dodecylhexadecyl methacrylate (2-n-dodecylhexadecyl methacrylate)